C(CCC)OC[C@H](NC)C(=O)N1C[C@]2(C[C@H]1C(=O)N)C(NC1=C(O2)C=C(C=C1F)F)=O (2R,5'S)-1'-(O-(Z-butyl)-N-methyl-L-seryl)-5,7-difluoro-3-oxo-3,4-dihydrospiro[benzo[b][1,4]oxazine-2,3'-pyrrolidine]-5'-carboxamide